Tert-Butyl 6-[[2-fluoro-4-(trifluoromethylsulfonimidoyl)phenyl]methyl]-2-azaspiro[3.3]heptane-2-carboxylate FC1=C(C=CC(=C1)S(=O)(=N)C(F)(F)F)CC1CC2(CN(C2)C(=O)OC(C)(C)C)C1